2-bromo-3-(2-(3,6-dihydropyridin-1(2H)-yl)ethyl)-5-methoxy-1-((2-(trimethylsilyl)ethoxy)methyl)-1H-indole BrC=1N(C2=CC=C(C=C2C1CCN1CCC=CC1)OC)COCC[Si](C)(C)C